Orotidin [C@@H]1([C@H](O)[C@H](O)[C@@H](CO)O1)N1C(=O)NC(=O)C=C1C(=O)O